(13S)-13-methyl-7,14-dioxa-4,10,19,20-tetraazatetracyclo[13.5.2.12,6.018,21]tricosa-1(20),2,4,6(23),15(22),16,18(21)-heptaene C[C@H]1CCNCCOC=2C=NC=C(C3=NNC=4C=CC(O1)=CC34)C2